ethyl 2-bromo-1,5-dimethyl-1H-imidazole-4-carboxylate BrC=1N(C(=C(N1)C(=O)OCC)C)C